COC1=C(C=C(C(=O)O)C=C1)N1C=NN=C1 4-methoxy-3-(4H-1,2,4-triazol-4-yl)benzoic acid